CC1=CC2=C(C3=CC=C(C=C3C(=C2C=C1)OC)C)OC 2,6-dimethyl-9,10-dimethoxyanthracene